5-[(3-chloro-4-methoxy-benzoyl)amino]-N-methoxy-2-[(4-methoxyphenyl)methyl]-N-methyl-pyrazole-3-carboxamide ClC=1C=C(C(=O)NC=2C=C(N(N2)CC2=CC=C(C=C2)OC)C(=O)N(C)OC)C=CC1OC